N,N,N',N',N''-pentamethyl-N''-propyl-guanidinium trifluoromethanesulfonate FC(S(=O)(=O)[O-])(F)F.CN(C(=[N+](CCC)C)N(C)C)C